2-fluoro-N-((2S)-3-methyl-1-(9-methyl-10-oxo-7-phenyl-3,9-diazaspiro[5.5]undec-3-yl)-1-oxobutan-2-yl)-5-(trifluoromethyl)benzamide FC1=C(C(=O)N[C@H](C(=O)N2CCC3(CC2)C(CN(C(C3)=O)C)C3=CC=CC=C3)C(C)C)C=C(C=C1)C(F)(F)F